CN1C(C=2N=CN([C@H]3[C@H](O)[C@H](O)[C@@H](CO)O3)C2N=C1N)=S 1-methyl-6-thioguanosine